Cl.C(CC)N1C[C@@H](CCC1)N (3R)-1-Propylpiperidin-3-amine hydrochloride